hexafluorodiphenylpropane FC(C(C(F)(F)F)(C1=CC=CC=C1)C1=CC=CC=C1)(F)F